1-((S)-1-(4-fluorophenyl)-3,4-dihydroisoquinolin-2(1H)-yl)-2-methoxy-3-(quinuclidin-4-yl)propan-1-one FC1=CC=C(C=C1)[C@@H]1N(CCC2=CC=CC=C12)C(C(CC12CCN(CC1)CC2)OC)=O